N-(6-oxaspiro[2.5]octan-1-yl)pyrrolidine-3-carboxamide C1(CC12CCOCC2)NC(=O)C2CNCC2